2-((1-(2-(4,4-dimethylpiperidin-1-yl)-3,6-dimethyl-4-oxo-4H-chromen-8-yl)ethyl)amino)benzoic acid CC1(CCN(CC1)C=1OC2=C(C=C(C=C2C(C1C)=O)C)C(C)NC1=C(C(=O)O)C=CC=C1)C